α-amino-2-phenylbutyric acid NC(C(=O)O)(CC)C1=CC=CC=C1